3-hydroxyethyl-1,2-dimethylimidazolinium OCCN1C([NH+](CC1)C)C